2,5-dimethyl-2,5-bis(2-ethylhexanoyl-peroxy)hexane CC(C)(CCC(C)(OOC(C(CCCC)CC)=O)C)OOC(C(CCCC)CC)=O